2-Cyclobutoxyethan-1-ol C1(CCC1)OCCO